(1S,2S,5R)-3-(5-bromo-7-chloro-2-(ethylsulfanyl)-8-fluoropyrido[4,3-d]pyrimidin-4-yl)-2-((R)-but-3-en-2-yl)-3,8-diazabicyclo[3.2.1]octane-8-carboxylic acid tert-butyl ester C(C)(C)(C)OC(=O)N1[C@@H]2[C@@H](N(C[C@H]1CC2)C=2C1=C(N=C(N2)SCC)C(=C(N=C1Br)Cl)F)[C@H](C)C=C